(3-hydroxy-2-methylbut-2-yl)-4-methylthiazole-5-carboxylic acid ethyl ester C(C)OC(=O)C1=C(N=C(S1)C(C)(C(C)O)C)C